8-(3-chloro-2-methoxybenzylsulfonyl)-1,3,7-trimethyl-1H-purine-2,6(3H,7H)-dione ClC=1C(=C(CS(=O)(=O)C2=NC=3N(C(N(C(C3N2C)=O)C)=O)C)C=CC1)OC